2,4-dimethoxy-6-{[1-(4-methylbenzoyl)piperidin-4-ylidene]methyl}benzoic acid methyl ester COC(C1=C(C=C(C=C1C=C1CCN(CC1)C(C1=CC=C(C=C1)C)=O)OC)OC)=O